2'-Amino-2'-deoxyuridine-5'-Triphosphate P(O)(=O)(OP(=O)(O)OP(=O)(O)O)OC[C@@H]1[C@H]([C@H]([C@@H](O1)N1C(=O)NC(=O)C=C1)N)O